FC1=C(C=C(C=C1)NC(=O)C1=C(N(C(=C1C)C(C(=O)NC12C[C@@H]3C([C@@H](CC(C1)C3)C2)O)=O)C)C)C N-(4-fluoro-3-methylphenyl)-5-(2-(((1s,3R,4s,5S,7s)-4-hydroxyadamantan-1-yl)amino)-2-oxoacetyl)-1,2,4-trimethyl-1H-pyrrole-3-carboxamide